[Cl-].[Cl-].CC1=C(C(C=C1)(C1(CCCC1)C(C)C)C)[Zr+2]C1=C(C=CC1(C)C1(CCCC1)C(C)C)C bis(1,3-dimethyl-3-(1-isopropylcyclopentyl)cyclopentadienyl)zirconium dichloride